tert-butyl (1-((5-((5-((4-(acetamidomethyl)piperidin-1-yl)methyl)-3',5'-di-chloro-[1,1'-biphenyl]-3-yl)oxy)pyridin-2-yl)amino)-2-methylpropan-2-yl)carbamate C(C)(=O)NCC1CCN(CC1)CC=1C=C(C=C(C1)C1=CC(=CC(=C1)Cl)Cl)OC=1C=CC(=NC1)NCC(C)(C)NC(OC(C)(C)C)=O